2-[8-(acridin-9-ylamino)-octyl]-isoindole-1,3-dione C1=CC=CC2=NC3=CC=CC=C3C(=C12)NCCCCCCCCN1C(C2=CC=CC=C2C1=O)=O